1-(adamantan-2-yl)-2-(8-hydroxynaphthalen-1-yl)ethan-1-one C12C(C3CC(CC(C1)C3)C2)C(CC2=CC=CC3=CC=CC(=C23)O)=O